C(CCC)OC(C=C)=O.C=C Ethylene Butylacrylate